N-(3-(4-(difluoromethyl)piperidin-1-yl)propyl)-4-(3-(4-methoxyphenyl)-1,2,4-oxadiazol-5-yl)piperazine-1-carboxamide FC(C1CCN(CC1)CCCNC(=O)N1CCN(CC1)C1=NC(=NO1)C1=CC=C(C=C1)OC)F